O=C1N(C(C2=CC=CC=C12)=O)CC1=C(CNC2=C(NC=C2)C(=O)OCC)C=CC=C1 ethyl 3-((2-((1,3-dioxoisoindolin-2-yl) methyl) benzyl) amino)-1H-pyrrole-2-carboxylate